4-((1-(4-(2-(2-aminopyridin-3-yl)-5-(4-fluorophenyl)-3H-imidazo[4,5-b]pyridin-3-yl)benzyl)piperidin-4-yl)amino)-1,3,5-triazine-2-carbonitrile NC1=NC=CC=C1C1=NC=2C(=NC(=CC2)C2=CC=C(C=C2)F)N1C1=CC=C(CN2CCC(CC2)NC2=NC(=NC=N2)C#N)C=C1